ClC1=CC(=C(C=C1)NC1=CC(=NC=C1C(=O)NOCC)NC=1N=NC=CC1)N(S(=O)(=O)C)C 4-((4-chloro-2-(N-methyl-methanesulfonamido)phenyl)-amino)-N-ethoxy-6-(pyridazin-3-ylamino)nicotinamide